BrC1=CC=2[C@](C3=CC=CC=C3C2C=C1)(C(=O)N1[C@H]2CC([C@@H]([C@H]1C(=O)N[C@@H](C[C@@H]1C(NCCC1)=O)C#N)CC2)(F)F)O (1R,3S,4R)-2-((R)-2-bromo-9-hydroxy-9H-fluorene-9-carbonyl)-N-((S)-1-cyano-2-((R)-2-oxopiperidin-3-yl)ethyl)-5,5-difluoro-2-azabicyclo[2.2.2]octane-3-carboxamide